FC=1C(=CC2=C(C(NC=3CNC[C@@H](C23)N(C(C2=CC(=CC=C2)S(NC)(=O)=O)=O)C)=O)C1)F (R)-N-(8,9-difluoro-6-oxo-1,2,3,4,5,6-hexahydrobenzo[c][1,7]naphthyridin-1-yl)-N-methyl-3-(N-methylsulfamoyl)benzamide